(2s,4r)-2-(cyclohex-1-en-1-yl)-4-methyl-N-((E)-3-(methylsulfonyl)allyl)piperidine-1-carboxamide C1(=CCCCC1)[C@H]1N(CC[C@H](C1)C)C(=O)NC\C=C\S(=O)(=O)C